C(C)(=O)C1=CC(=C2C(N(C(C2=C1)=O)CC1=NC=C(C=C1)Cl)(OC([2H])([2H])C1(CC1)C([2H])([2H])O)C1=CC=C(C=C1)Cl)F 6-Acetyl-3-(4-chlorophenyl)-2-[(5-chloropyridin-2-yl)methyl]-4-fluoro-3-({1-[hydroxy(2H2)methyl]cyclopropyl}(2H2)methoxy)-2,3-dihydro-1H-isoindol-1-one